2-(methylthio)-ethanol CSCCO